5-fluoro-2-methoxy-pyridine FC=1C=CC(=NC1)OC